BrC=1C=C(C=CC1)C#CC#N 3-(3-bromophenyl)propynonitrile